3-((2R,6R)-2-methyl-4-oxo-5,6-dihydro-2H-2,6-methanobenzo[g][1,3,5]oxadiazocin-3(4H)-yl)benzoic acid C[C@]12OC3=C([C@H](NC(N1C=1C=C(C(=O)O)C=CC1)=O)C2)C=CC=C3